5-(3-Hydroxy-3-methylbutyl)-3-methyl-4-oxo-4,5,6,7-tetrahydropyrazolo[1,5-a]pyrazine-2-carboxylic acid (5-trifluoromethyl-[1,3,4]thiadiazol-2-yl) amide FC(C1=NN=C(S1)NC(=O)C1=NN2C(C(N(CC2)CCC(C)(C)O)=O)=C1C)(F)F